FC1=CC=CC=2C(=N[C@H]([C@H](OC21)C)C)C=2C=NC1=CC=CC=C1C2 (2R,3S)-9-fluoro-2,3-dimethyl-5-(3-quinolyl)-2,3-dihydro-1,4-benzoxazepine